methyl 2-(3-(N,N-bis(4-methoxybenzyl) sulfamoyl)-4-fluoro-5-(morpholine-4-carbonyl)-1H-pyrazol-1-yl)-2-methylpropionate COC1=CC=C(CN(S(=O)(=O)C2=NN(C(=C2F)C(=O)N2CCOCC2)C(C(=O)OC)(C)C)CC2=CC=C(C=C2)OC)C=C1